C(C)(C)(C)OC(=O)N1CCC2(C([C@@H](OC2)C)=O)CC1 (S)-3-methyl-4-oxo-2-oxa-8-azaspiro[4.5]decane-8-carboxylic acid tert-butyl ester